BrC1=NC(=C(C2=CC=CC=C12)OC=1N=C(SC1C(\C=C\N(C)C)=O)C)C (E)-1-[4-[(1-bromo-3-methyl-4-isoquinolyl)oxy]-2-methyl-thiazol-5-yl]-3-(dimethylamino)prop-2-en-1-one